N-(4-Hydroxyphenyl)-N,1,2-trimethyl-5-(2-{[(3R)-3-methyl-3,4-dihydroisoquinolin-2(1H)-yl]carbonyl}-5-{[(phenoxyacetyl)amino]methyl}phenyl)-1H-pyrrole-3-carboxamide OC1=CC=C(C=C1)N(C(=O)C1=C(N(C(=C1)C1=C(C=CC(=C1)CNC(COC1=CC=CC=C1)=O)C(=O)N1CC2=CC=CC=C2C[C@H]1C)C)C)C